ClC1=NC(=C2N=CN(C2=N1)[C@@H]1[C@@H]2[C@]([C@@H]3[C@H]1OC(O3)(C)C)(C2)CSC)NC(C2CCCC2)C2CCCC2 2-Chloro-N-(dicyclopentylmethyl)-9-((3aR,3bS,4aS,5R,5aS)-2,2-dimethyl-3b-((methylthio)methyl)hexahydrocyclopropa[3,4]cyclopenta[1,2-d][1,3]dioxol-5-yl)-9H-purin-6-amine